(R)-1-(8-fluoroisochroman-1-yl)-N-methylmethylamine dibenzoyl-l-tartrate C(C1=CC=CC=C1)(=O)[C@]([C@](C(=O)O)(O)C(C1=CC=CC=C1)=O)(O)C(=O)O.FC=1C=CC=C2CCO[C@H](C12)CNC